C(C(=O)O)(=O)O.C(C)(C)(C)OC(=O)N1C2(CC2)CNCC1 4,7-diazaspiro[2.5]octane-4-carboxylic acid tert-butyl ester oxalate